N-[6-(2,2-difluoro-1,3-benzodioxol-5-yl)-1,3-benzothiazol-2-yl]-8-oxo-6,7-dihydro-5H-indolizine-5-carboxamide FC1(OC2=C(O1)C=CC(=C2)C2=CC1=C(N=C(S1)NC(=O)C1N3C=CC=C3C(CC1)=O)C=C2)F